C(C)(C)C1CCC(CC1)N1CCC(CC1)N1C(=CC2=CC=CC=C12)CN (1-(1-((1s,4s)-4-isopropylcyclohexyl)piperidin-4-yl)-1H-indol-2-yl)methanamine